S-Nitro-N-Acetyl-D,L-Penicillamine [N+](=O)([O-])SC([C@H](NC(C)=O)C(=O)O)(C)C |r|